C(C)OC=1C=C2C=C(C(NC2=CC1)=O)C(=O)O 6-ethyl-oxy-2-oxo-1,2-dihydroquinoline-3-carboxylic acid